1,1-bis(3-ethyl-4-hydroxyphenyl)cyclohexane C(C)C=1C=C(C=CC1O)C1(CCCCC1)C1=CC(=C(C=C1)O)CC